FC1=CC(=C2CN(C(C2=C1)=O)C1C(NC(CC1)=O)=O)C1CCN(CC1)CCCCCCCC1=CC=C(C=C1)C1=NC=2N(C(=C1)N1CCN(CC1)CCO)N=C(C2C2=CC=CC=C2)C 3-(6-Fluoro-4-(1-(7-(4-(7-(4-(2-hydroxyethyl)piperazin-1-yl)-2-methyl-3-phenylpyrazolo[1,5-a]pyrimidin-5-yl)phenyl)heptyl)piperidin-4-yl)-1-oxoisoindolin-2-yl)-piperidine-2,6-dione